CON(C(CC1=CC(=CC=C1)OC)=O)C N-methoxy-2-(3-methoxyphenyl)-N-methylacetamide